C1(C=CC2=CC=CC=C12)C(=N)N indene-1-carboxamidine